C(C(=C)C)(=O)OCC([N+]#[C-])[N+]#[C-] diisocyanoethyl methacrylate